COC1=CC(=NC=C1OC1=CC=C(C=C1)OC)C(=O)O 4-methoxy-5-(4-methoxy-phenoxy)-pyridine-2-carboxylic acid